COC(NC1=CC=CC=C1)=O.C(CCC)[P+](CCCCCC)(CCCC)CCCC tri-n-butyl-n-hexylphosphonium methyl-N-phenyl-carbamate